3β-Hydroxy-17-(1H-benzo[f]benzimidazol-1-yl)-androsta-5,16-diene O[C@@H]1CC2=CC[C@H]3[C@@H]4CC=C([C@@]4(C)CC[C@@H]3[C@]2(CC1)C)N1C=NC2=C1C=C1C(=C2)C=CC=C1